5-methyl-2-phenyl-2,4-dihydro-pyrazol CC=1CCN(N1)C1=CC=CC=C1